FC(C1=C(C(=O)N)C=CC(=C1)B1OC(C(O1)(C)C)(C)C)(F)F 2-trifluoromethyl-4-(tetramethyl-1,3,2-dioxaborolan-2-yl)benzamide